S1C2=C(C=C1C1=CC=C(C=C1)B1OC(C)(C)C(C)(C)O1)C=CC=C2 4-(benzo[b]thiophen-2-yl)phenylboronic acid pinacol ester